2,2'-bis(N,N-di-phenyl-amino)-9,9-spirobifluorene C1=CC=C(C=C1)N(C2=CC=CC=C2)C3=CC4=C(C=C3)C5=CC=CC=C5C46C7=CC=CC=C7C8=C6C=C(C=C8)N(C9=CC=CC=C9)C1=CC=CC=C1